2-[3-(6-methyl-2-pyridyl)-1H-pyrazol-4-yl]-7-(1,2,3,6-tetrahydropyridin-4-yl)-1,5-naphthyridine CC1=CC=CC(=N1)C1=NNC=C1C1=NC2=CC(=CN=C2C=C1)C=1CCNCC1